O1C(CCCC1)COC=1C=C(OCCN)C=CC1 2-(3-((tetrahydro-2h-pyran-2-yl)methoxy)phenoxy)ethanamine